2-(4-(dimethylamino) phenyl)-4-oxo-4H-benzofuran-3-yl benzenesulfonate C1(=CC=CC=C1)S(=O)(=O)OC=1C(OC=2C1C(C=CC2)=O)C2=CC=C(C=C2)N(C)C